4-(3-(trans-4-(2-((2r,4r,6s)-2,6-dimethylpiperidin-4-yl)ethoxy)cyclohexyl)-4,4-dimethyl-5-oxo-2-thioxoimidazolidin-1-yl)-2-(trifluoromethyl)benzonitrile C[C@H]1N[C@H](CC(C1)CCO[C@@H]1CC[C@H](CC1)N1C(N(C(C1(C)C)=O)C1=CC(=C(C#N)C=C1)C(F)(F)F)=S)C